CN1C(=C(C2=CC=CC=C12)SC1=CC=C(C=C1)OC)C1=CC=CC=C1 1-methyl-2-phenyl-3-((4-methoxyphenyl)thio)indole